(3-aminoazetidin-1-yl){2-[2,6-difluoro-4-(4-fluoropiperidine-1-sulfonyl)phenyl]-4-methylquinolin-7-yl}methanone NC1CN(C1)C(=O)C1=CC=C2C(=CC(=NC2=C1)C1=C(C=C(C=C1F)S(=O)(=O)N1CCC(CC1)F)F)C